2-(4-(4-(2-(2-aminopyridin-3-yl)-5-cyclopropyl-3H-imidazo[4,5-b]pyridin-3-yl)benzyl)piperazin-1-yl)pyrimidine-4-carbonitrile NC1=NC=CC=C1C1=NC=2C(=NC(=CC2)C2CC2)N1C1=CC=C(CN2CCN(CC2)C2=NC=CC(=N2)C#N)C=C1